C(C)(C)(C)NCCS 2-(t-butylamino)ethanethiol